3-(2-cyanoethylamino)oxetane-3-carboxylic acid C(#N)CCNC1(COC1)C(=O)O